ClC1=CC=CC=2N=C(OC21)[C@H]2CC[C@@H](CN2)NC(COC2=CC(=C(C=C2)Cl)F)=O N-[(3S,6R)-6-(7-chloro-1,3-benzoxazol-2-yl)piperidin-3-yl]-2-(4-chloro-3-fluoro-phenoxy)acetamide